C(C=C)(=O)NC1(CC1)COC=1C(=NC=NC1N)C=1C(=C(C=C(C1)F)NC(C1=C(C=C(C=C1)C1CC1)F)=O)C N-(3-(5-((1-acrylamido-cyclopropyl)methoxy)-6-aminopyrimidin-4-yl)-5-fluoro-2-methylphenyl)-4-cyclopropyl-2-fluorobenzamide